(2-chloro-5-(trifluoromethyl)pyridin-4-yl)-5,5-dimethyl-5,6-dihydro-4H-pyrrolo[1,2-b]pyrazole ClC1=NC=C(C(=C1)C=1C=C2N(N1)CC(C2)(C)C)C(F)(F)F